C(C)(C)(C)OC(NC1=C2C=CC=NC2=C(N=C1)OC1=CC=C(C=C1)Cl)=O {8-(4-chlorophenoxy)-1,7-naphthyridin-5-yl}carbamic acid tert-butyl ester